2-[[1-(2-methylpyrimidin-4-yl)piperidin-4-yl]methyl]-6-(1,2,4-triazol-1-yl)pyridazin-3-one CC1=NC=CC(=N1)N1CCC(CC1)CN1N=C(C=CC1=O)N1N=CN=C1